Cl.Cl.COC=1C=NC=CC1C1=CC=CC=2[C@@H](CCOC21)CN [(4R)-8-(3-methoxypyridin-4-yl)-3,4-dihydro-2H-1-benzopyran-4-yl]methanamine dihydrochloride salt